NC=1C2=C(NC(C1C1=NC3=C(N1)C=C(C(=C3)F)N3CCN(CC3)C3CC3)=O)C=C[Se]2 7-amino-6-(6-(4-cyclopropylpiperazin-1-yl)-5-fluoro-1H-benzo[d]imidazol-2-yl)selenopheno[3,2-b]pyridin-5(4H)-one